4-(aminomethyl)-1-benzyl-pyrrolidine-3-carbonitrile NCC1C(CN(C1)CC1=CC=CC=C1)C#N